[N+](=[N-])=C1C(NC(NC1=O)=O)=O diazobarbituric acid